F[C@@H]1[C@@H]([C@@H](N(C1)C(=O)N(C)C)CC=1C(=C(C=CC1)C1=CC(=CC(=C1)F)F)F)NS(=O)(=O)C (2S,3R,4S)-4-fluoro-3-[(methanesulfonyl)amino]-N,N-dimethyl-2-[(2,3',5'-trifluoro[1,1'-biphenyl]-3-yl)methyl]pyrrolidine-1-carboxamide